N-[(beta-hydroxyethoxy)ethyl]-acrylamide OCCOCCNC(C=C)=O